(R)-6-Isopropyl-5-(8-methoxy-[1,2,4]triazolo[1,5-a]pyridin-6-yl)-1-(1-(tetrahydro-2H-pyran-4-yl)piperidin-3-yl)-1,3-dihydro-2H-benzo[d]imidazol-2-on C(C)(C)C=1C(=CC2=C(N(C(N2)=O)[C@H]2CN(CCC2)C2CCOCC2)C1)C=1C=C(C=2N(C1)N=CN2)OC